(S)-2-(5-(2-(3-fluoro-3-methylcyclobutyl)ethyl)-2-oxopyrazin-1(2H)-yl)-4-methylpentanoic acid FC1(CC(C1)CCC=1N=CC(N(C1)[C@H](C(=O)O)CC(C)C)=O)C